C(C1=CC=CC=C1)C1(NCC12CCN(CC2)C(=O)[O-])NC(=O)OC(C)(C)C benzyl-((tert-Butoxycarbonyl) amino)-2,7-diazaspiro[3.5]nonane-7-carboxylate